O=C1N(CC2=CC(=CC=C12)C1CCN(CC1)CC1=CC=NN1C=1C=NC=CC1)C1C(NC(CC1)=O)=O 3-(1-oxo-5-(1-((1-(pyridin-3-yl)-1H-pyrazol-5-yl)methyl)piperidin-4-yl)isoindolin-2-yl)piperidine-2,6-dione